CC1=C(C=C(C=C1)C(C)O)B1OC(C(O1)(C)C)(C)C (4-methyl-3-(4,4,5,5-tetramethyl-1,3,2-dioxaborolan-2-yl)phenyl)ethan-1-ol